FP1OCC(O1)C 2-fluoro-4-methyl-[1,3,2]-dioxaphospholane